FC(OC1=C(C(=C(C=C1)C1=CN=C(N1C)C(=O)NC1=CC(=C(C(=O)NCCCNC(=O)C2CCNCC2)C=C1)CC)F)F)F N-[3-[[4-[[5-[4-(Difluoromethoxy)-2,3-difluorophenyl]-1-methylimidazol-2-carbonyl]amino]-2-ethylbenzoyl]amino]propyl]piperidin-4-carboxamid